[Hf].[Zr].[Pb] lead zirconium hafnium